[K].C(C1=CC=CC=C1)(=O)OCC benzoic acid, ethyl ester, potassium salt